2-(difluoromethyl)-4-(3-iodo-4-methoxyphenyl)pyridine FC(C1=NC=CC(=C1)C1=CC(=C(C=C1)OC)I)F